(Z)-3-chloro-N-((4-(1,2-dihydroxyethyl)-1-(4-(trifluoromethoxy)phenyl)-1H-pyrazolo[3,4-b]pyridin-3-yl)methyl)acrylamide Cl\C=C/C(=O)NCC1=NN(C2=NC=CC(=C21)C(CO)O)C2=CC=C(C=C2)OC(F)(F)F